ClC=1C(=NC=C(C1)OC)CN 1-(3-chloro-5-methoxypyridin-2-yl)methanamine